2-((1s,2r)-1-(2-cyano-5-fluorophenyl)-1-(1-(2,2-difluoroethyl)-1H-pyrazol-4-yl)propan-2-yl)-5-hydroxy-N-(isoxazol-4-yl)-1-methyl-6-oxo-1,6-dihydropyrimidine-4-carboxamide C(#N)C1=C(C=C(C=C1)F)[C@H]([C@@H](C)C=1N(C(C(=C(N1)C(=O)NC=1C=NOC1)O)=O)C)C=1C=NN(C1)CC(F)F